(S)-7-((3S,5R)-4-acryloyl-3,5-dimethylpiperazin-1-yl)-10-(2,6-difluorophenyl)-3-(methoxymethyl)-9-(trifluoromethyl)-2,3-dihydro-5H-[1,4]thiazino[2,3,4-ij]quinazolin-5-one C(C=C)(=O)N1[C@H](CN(C[C@H]1C)C1=NC(N2C3=C(C(=C(C=C13)C(F)(F)F)C1=C(C=CC=C1F)F)SC[C@@H]2COC)=O)C